[1-(7-azaspiro[3.5]non-2-yl)pyrazol-4-yl]methanone C1C(CC12CCNCC2)N2N=CC(=C2)C=O